ClC1=CC=C2C(=CNC2=C1)S(=O)(=O)NC1=CC=C(C=C1)[N+](=O)[O-] 6-chloro-N-(4-nitrophenyl)-1H-indole-3-sulfonamide